(4-fluorophenyl)-6-(methoxycarbonyl)pyridine 1-oxide FC1=CC=C(C=C1)C1=[N+](C(=CC=C1)C(=O)OC)[O-]